FC(C(F)F)F 1,1,2,2-Tetrafluoroethane